tert-butyl (3S)-3-[7-amino-3-(2-fluoro-6-methyl-phenyl)-2-oxo-4H-pyrimido[4,5-d]pyrimidin-1-yl]piperidine-1-carboxylate NC1=NC=C2C(=N1)N(C(N(C2)C2=C(C=CC=C2C)F)=O)[C@@H]2CN(CCC2)C(=O)OC(C)(C)C